ClC=1C=C2C(=CN(C2=CC1)C)C(=O)N[C@@H]1CCO[C@]12O[C@@H]([C@@H]([C@@H]([C@H]2O)N2N=NC(=C2)C2=CC(=C(C(=C2)F)F)F)O)CO 5-chloro-N-((4R,5S,7R,8R,9S,10R)-8,10-dihydroxy-7-(hydroxymethyl)-9-(4-(3,4,5-Trifluorophenyl)-1H-1,2,3-triazol-1-yl)-1,6-dioxaspiro[4.5]decan-4-yl)-1-methyl-1H-indole-3-carboxamide